3-((hexyl-1,1-d2)oxy)-4-(1-methyl-1,2,5,6-tetrahydropyridin-3-yl-2,2-d2)-1,2,5-thiadiazole C(CCCCC)([2H])([2H])OC1=NSN=C1C=1C(N(CCC1)C)([2H])[2H]